[Si](C)(C)(C(C)(C)C)OCCOCCOCCOCCOCCCC1=NC(=CC(=C1)B(O)O)C(F)(F)F [2-[3-[2-[2-[2-[2-[tert-butyl(dimethyl)silyl]oxyethoxy]ethoxy]ethoxy]ethoxy]propyl]-6-(trifluoromethyl)-4-pyridyl]boronic acid